(S)-1-amino-1'-(6-amino-5-((2-amino-3-chloropyridin-4-yl)thio)pyrazin-2-yl)-N,N-dimethyl-1,3-dihydrospiro[indene-2,4'-piperidine]-6-carboxamide N[C@@H]1C2=CC(=CC=C2CC12CCN(CC2)C2=NC(=C(N=C2)SC2=C(C(=NC=C2)N)Cl)N)C(=O)N(C)C